2-benzoyl-3-hydroxy-5,6-dimethoxy-3-phenylisoindoline-1-one C(C1=CC=CC=C1)(=O)N1C(C2=CC(=C(C=C2C1(C1=CC=CC=C1)O)OC)OC)=O